4-Iodo-3-(trifluoromethyl)benzoic acid IC1=C(C=C(C(=O)O)C=C1)C(F)(F)F